2-(2-thienyl)-4H-benzoquinolin-4-one S1C(=CC=C1)C1=NC2=C3C(=CC=C2C(C1)=O)C=CC=C3